CC1=C(C(CC1)=O)C\C=C/CC (Z)-3-methyl-2-(2-pentenyl)-2-cyclopenten-1-one